4-(4-{5-[2-(prop-2-yn-1-yloxy)phenyl]-4,5-dihydro-1,2-oxazol-3-yl}-1,3-thiazol-2-yl)piperidin C(C#C)OC1=C(C=CC=C1)C1CC(=NO1)C=1N=C(SC1)C1CCNCC1